6-[3-[2-[(tert-butoxycarbonyl)amino]-4-carbamoylbutoxy]-2-fluorophenyl]hexanoic acid C(C)(C)(C)OC(=O)NC(COC=1C(=C(C=CC1)CCCCCC(=O)O)F)CCC(N)=O